CC(CN1CCOCC1)(C)NC(=O)C=1C=2C[C@H]3[C@@H](C2N(N1)C1=C(C=C(C=C1)F)F)C3 (1aS,5aS)-2-(2,4-Difluoro-phenyl)-1a,2,5,5a-tetrahydro-1H-2,3-diaza-cyclopropa[a]pentalene-4-carboxylic acid (1,1-dimethyl-2-morpholin-4-yl-ethyl)-amide